2,2-bis(4-hydroxyethoxycyclohexyl)propane OCCOC1CCC(CC1)C(C)(C)C1CCC(CC1)OCCO